(4aS,8aR)-6-[4-[(4-tert-butyloxazol-2-yl)methyl]piperidine-1-carbonyl]-4,4a,5,7,8,8a-hexahydropyrido[4,3-b][1,4]oxazin-3-one C(C)(C)(C)C=1N=C(OC1)CC1CCN(CC1)C(=O)N1C[C@H]2[C@H](OCC(N2)=O)CC1